BrC1=CC(=NC=C1)NC1CCN(CC1)S(=O)(=O)CC 4-bromo-N-(1-(ethylsulfonyl)piperidin-4-yl)pyridin-2-amine